Cl.O1CCCOC12CC1(CCNCC1)C2 1,5-dioxa-11-azadispiro[5.1.58.16]tetradecane hydrochloride